alpha-hydroxynervonic acid OC(C(=O)O)CCCCCCCCCCCC\C=C/CCCCCCCC